tropylium tetrakis(p-tolyl)borate C1(=CC=C(C=C1)[B-](C1=CC=C(C=C1)C)(C1=CC=C(C=C1)C)C1=CC=C(C=C1)C)C.[CH+]1C=CC=CC=C1